C(C)C1=C(C=CC=C1C)C1=CC(=C(C=C1)C1CN(CC1)C(=O)C1=NC=C(C=C1)F)CO (3-(2'-ethyl-3-(hydroxymethyl)-3'-methylbiphenyl-4-yl)pyrrolidin-1-yl)(5-fluoropyridin-2-yl)methanone